1,4-dipropylpyridinium cyanide [C-]#N.C(CC)[N+]1=CC=C(C=C1)CCC